3,6-diazabicyclo[3.2.1]octane-3-carboxamide C12CN(CC(NC1)C2)C(=O)N